(R)-3-([1,1'-biphenyl]-4-yl)-2-((tert-butoxycarbonyl)amino)propionic acid C1(=CC=C(C=C1)C[C@H](C(=O)O)NC(=O)OC(C)(C)C)C1=CC=CC=C1